CC1=CC=C(C=C1)S(=O)(=O)OCC1OCCOC1 1,4-dioxan-2-ylmethyl 4-methylbenzenesulfonate